CC=1C=C2C=CN=C(C2=C(C1)C)N(C(C1=NC=C(C=C1)C=1N=NN(C1)C)=O)[C@H]1CNCCC1 (R)-N-(6,8-dimethylisoquinolin-1-yl)-5-(1-methyl-1H-1,2,3-triazol-4-yl)-N-(piperidin-3-yl)picolinamide